6-(3-methylpyridin-4-yl)-N-(4-(pyrrolidin-1-yl-methyl)pyridin-2-yl)-benzo[d]thiazol-2-amine CC=1C=NC=CC1C1=CC2=C(N=C(S2)NC2=NC=CC(=C2)CN2CCCC2)C=C1